amino-1,3-benzenedicarboxylic acid NC1=C(C=CC=C1C(=O)O)C(=O)O